3,4,5-Trifluoro-phenylalanine FC=1C=C(C[C@H](N)C(=O)O)C=C(C1F)F